C(#N)C1=CC=C(OC[C@H]2CN([C@@H](O2)C(F)(F)F)C2=CC(=C(C#N)C=C2)C(F)(F)F)C=C1 4-((2S,5R)-5-((4-Cyanophenoxy)methyl)-2-(trifluoromethyl)oxazolidin-3-yl)-2-(trifluoromethyl)benzonitril